FC1=CC=C(C=C1)C(\C=C\C1=CC(=C(C=C1)CN1CCCCC1)O)=O (E)-1-(4-Fluorophenyl)-3-[3-hydroxy-4-(piperidinomethyl)phenyl]-2-propene-1-one